[N]1N=CN=C1 1λ2,2,4-triazole